racemic-4-(1-(3-(difluoromethyl)phenyl)-2,5-dioxo-1,2,3,4,5,6,7,8-octahydropyrido[4,3-d]pyrimidin-4-yl)benzonitrile FC(C=1C=C(C=CC1)N1C(N[C@@H](C2=C1CCNC2=O)C2=CC=C(C#N)C=C2)=O)F |r|